C12CN(CC(CC1)C2)C(=O)C2=CC1=C(C=N2)C(=NN1CSC)C1=COC2=C1C=CC=C2 3-azabicyclo[3.2.1]octan-3-yl-[3-(benzofuran-3-yl)-1-(methylsulfanylmethyl)pyrazolo[4,3-c]pyridin-6-yl]methanone